3,4,5,6,6-pentamethylheptenone CC(C(C)=O)=C(C(C(C)(C)C)C)C